2-(10-acryloyl-3-(8-chloro-3-hydroxynaphthalen-1-yl)-4-fluoro-7-methyl-8-oxo-8,8a,9,10,11,12-hexahydro-7H-pyrazino[1',2':4,5]pyrazino[2,3-c][1,6]naphthyridin-11-yl)acetonitrile C(C=C)(=O)N1CC2N(C3=C(C=NC4=C(C(=NC=C34)C3=CC(=CC4=CC=CC(=C34)Cl)O)F)N(C2=O)C)CC1CC#N